N1=CC(=C2COCCCN21)N2N=CC(=C2)S(=O)(=O)NC=2C=CC=C1C=NN(C21)C 1-(7,8-DIHYDRO-4H,6H-PYRAZOLO[5,1-C][1,4]OXAZEPIN-3-YL)-N-(1-METHYL-1H-INDAZOL-7-YL)-1H-PYRAZOLE-4-SULFONAMIDE